C(C=C)NC(CBr)=O N-allyl-bromoacetamide